O=C1C[C@@H](N(C1)C(=O)OCC1=CC=CC=C1)C(=O)OCC1=CC=CC=C1 dibenzyl (R)-4-oxopyrrolidine-1,2-dicarboxylate